(2s,3s,4r,5r)-5-(6-(benzylamino)-2-(thiophen-3-yl)-9H-purin-9-yl)-3,4-dihydroxy-N-methyltetrahydrofuran-2-carboxamide C(C1=CC=CC=C1)NC1=C2N=CN(C2=NC(=N1)C1=CSC=C1)[C@H]1[C@@H]([C@@H]([C@H](O1)C(=O)NC)O)O